C(C1=CC=CC=C1)OC1=C(C=CC=C1F)C1=CC(=CC=C1F)C[C@]1(C[C@H](CC1)NS(=O)(=O)C)C1=NC(=NC=C1)CO N-((1S,3R)-3-((2'-(benzyloxy)-3',6-difluoro-[1,1'-biphenyl]-3-yl)methyl)-3-(2-(hydroxymethyl)pyrimidin-4-yl)cyclopentyl)methanesulfonamide